O1CCN(CC1)C1=C(C(=O)O)C=C(C=C1)NCC1=CC=C(C=C1)OC 2-morpholino-5-(p-methoxybenzylamino)benzoic acid